C(C)(=O)OC1C([C@@H](OC([C@@H]1OC(C)=O)COC(C)=O)OCCC(=O)O)NC(C)=O 3-{[(2R,5R)-4,5-bis(acetyloxy)-6-[(acetyloxy)methyl]-3-acetamidooxan-2-yl]oxy}propanoic acid